OC1=CC(=NC2=C(C=CC=C12)O)C(=O)O 4,8-dihydroxyquinoline-2-carboxylic acid